3-(1,3-Dimethyl-1H-indazol-5-yl)-2,5-dimethyl-N-[(2-methylpyridin-4-yl)methyl]pyrazolo[1,5-a]pyrimidin-7-amine CN1N=C(C2=CC(=CC=C12)C=1C(=NN2C1N=C(C=C2NCC2=CC(=NC=C2)C)C)C)C